FC1=C(C=C(C=C1)NC(N(C)CC1=CN=C(C2=CC=CC=C12)OC)=O)C (R)-3-(4-fluoro-3-methylphenyl)-1-((1-methoxyisoquinolin-4-yl)methyl)-1-methylurea